NC=1C=C(C=CC1)C(C(=O)O)NC(=O)OC(C)(C)C 2-(3-aminophenyl)-2-{[(tert-butoxy)carbonyl]amino}acetic acid